NC=1C(NC(N(N1)C1=C(C(=C(C(=C1)Cl)OC=1C2=C(C(NN1)=O)C(CC2)C)Cl)F)=O)=O 6-amino-2-(3,5-dichloro-2-fluoro-4-((7-methyl-1-oxo-2,5,6,7-tetrahydro-1H-cyclopenta[d]pyridazin-4-yl)oxy)phenyl)-1,2,4-triazine-3,5(2H,4H)-dione